FC(CNC(C)C)F (2,2-Difluoroethyl)(isopropyl)amine